N-((cis)-3-(5-chloro-2-cyanophenyl)cyclobutyl)-1-((R)-1-(5-((1R,5S)-2-oxo-3-azabicyclo[3.1.0]hexan-3-yl)pyridin-3-yl)ethyl)-1H-1,2,3-triazole-4-carboxamide ClC=1C=CC(=C(C1)[C@H]1C[C@H](C1)NC(=O)C=1N=NN(C1)[C@H](C)C=1C=NC=C(C1)N1C([C@@H]2C[C@@H]2C1)=O)C#N